BrC1=CC=C(OC[C@H](C(=O)OC(C)(C)C)O)C=C1 (R)-tert-butyl 3-(4-bromophenoxy)-2-hydroxypropionate